methyl (S)-3-(3-bromo-5-(3,5-dimethyl-1H-pyrazol-1-yl)phenyl)-4-(2,6-diazaspiro[3.4]octan-2-yl)butanoate BrC=1C=C(C=C(C1)N1N=C(C=C1C)C)[C@H](CC(=O)OC)CN1CC2(C1)CNCC2